(2R)-N-((R)-(3-chloro-2,4-difluorophenyl)(trans-3-(difluoromethyl)cyclobutyl)methyl)-2-methyl-3-oxopiperazine-1-carboxamide ClC=1C(=C(C=CC1F)[C@H](NC(=O)N1[C@@H](C(NCC1)=O)C)[C@@H]1C[C@H](C1)C(F)F)F